methylbis(4-phenylphenyl)silane C[SiH](C1=CC=C(C=C1)C1=CC=CC=C1)C1=CC=C(C=C1)C1=CC=CC=C1